C1(CCC1)(C(=O)O)C(=O)O 1,1-cyclobutane-dicarboxylic acid